C(C)(C)(C)OC(=O)N1CC=2N(CC1)N=C(C2NC(C2=CC=CC=C2)C2=CC=CC=C2)C2=CC(=C(C(=C2)C)F)C 3-(benzhydrylamino)-2-(4-fluoro-3,5-dimethyl-phenyl)-6,7-dihydro-4H-pyrazolo[1,5-a]pyrazine-5-carboxylic acid tert-butyl ester